2,2'-((((2,2'-dimethyl-[1,1'-biphenyl]-3,3'-diyl)bis([1,2,4]triazolo[4,3-a]pyridine-7,3-diyl))bis(methylene))bis(azanediyl))bis(ethan-1-ol) CC1=C(C=CC=C1C1=CC=2N(C=C1)C(=NN2)CNCCO)C2=C(C(=CC=C2)C2=CC=1N(C=C2)C(=NN1)CNCCO)C